[(3R)-5-[(3S)-3-Methylmorpholin-4-yl]-1,2,3,4-tetrahydroisoquinolin-3-yl]methanol C[C@@H]1N(CCOC1)C1=C2C[C@@H](NCC2=CC=C1)CO